N-iodoacetyl-N'-(5-sulfo-1-naphthyl)ethylenediamide tert-butyl-(1-(5-(trifluoromethyl)pyrimidin-2-yl)azetidin-3-yl)carbamate C(C)(C)(C)N(C([O-])=O)C1CN(C1)C1=NC=C(C=N1)C(F)(F)F.ICC(=O)[N-]CC[N-]C1=CC=CC2=C(C=CC=C12)S(=O)(=O)O